(1r,2s)-2-{3-[(2,5-dimethyl-5,7-dihydrothieno[3,4-d]pyrimidin-4-yl)amino]-1H-indazol-6-yl}-5'-methoxyspiro[cyclopropan-1,3'-indol]-2'(1'H)-one CC=1N=C(C2=C(N1)CSC2C)NC2=NNC1=CC(=CC=C21)[C@@H]2C[C@@]21C(NC2=CC=C(C=C12)OC)=O